N-[(6-Amino-2-pyridyl)sulfonyl]-6-tert-butyl-2-(3,5-dimethyl-1-piperidyl)pyridin-3-carboxamid NC1=CC=CC(=N1)S(=O)(=O)NC(=O)C=1C(=NC(=CC1)C(C)(C)C)N1CC(CC(C1)C)C